N1(CCC12COC2)C=2N=C(C1=C(N2)CCC1)C1=CC=C(C(=O)N)C=C1 4-(2-(6-oxa-1-azaspiro[3.3]heptan-1-yl)-6,7-dihydro-5H-cyclopenta[d]pyrimidin-4-yl)benzamide